[C@@H]12CNC[C@@H]2NC1 (1R,5R)-3,6-diazabicyclo[3.2.0]heptane